tetramethoxyphenyl-copper COC=1C(=C(C(=C(C1)[Cu])OC)OC)OC